C1(CC1)C=1C=2N(C=C(C1)C(=O)N1[C@@H](C3=CC=CC=C3CC1)C)C=C(N2)C2=C(C=C(C=C2)N2C[C@H](CC2)C(=O)O)F (3S)-1-(4-{8-Cyclopropyl-6-[(1R)-1-methyl-1,2,3,4-tetrahydroisoquinoline-2-carbonyl]imidazo[1,2-a]pyridin-2-yl}-3-fluorophenyl)pyrrolidine-3-carboxylic acid